3,3-dimethyl-2-oxo-1-((1-(thiophen-3-yl)azetidin-3-yl)methyl)indoline-6-carbonitrile CC1(C(N(C2=CC(=CC=C12)C#N)CC1CN(C1)C1=CSC=C1)=O)C